C1(CC1)NC(=O)C1=C(C=C(C=C1OC)C1=CN=C2N1C=C(C(=C2)C=2C=NN(C2)C)OCC(=O)O)OC(F)F 2-[3-[4-(cyclopropyl-carbamoyl)-3-(difluoromethoxy)-5-methoxy-phenyl]-7-(1-methylpyrazol-4-yl)imidazo[1,2-a]pyridin-6-yl]oxyacetic acid